6-chlorobenzo[d][1,3]Dioxol-5-yl trifluoromethanesulfonate FC(S(=O)(=O)OC1=CC2=C(OCO2)C=C1Cl)(F)F